(R)-1-(7-Chloro-8-fluoro-2-(((3R,7aR)-3-(hydroxymethyl)tetrahydro-1H-pyrrolizin-7a(5H)-yl)methoxy)pyrido[4,3-d]pyrimidin-4-yl)-3-methylpiperidin-3-ol ClC1=C(C=2N=C(N=C(C2C=N1)N1C[C@@](CCC1)(O)C)OC[C@@]12CCCN2[C@H](CC1)CO)F